1-{[4-({[3-cyclopropyl-5-(pyridazin-3-yl)phenyl]amino}methyl)phenyl]methyl}-2-(hydroxymethyl)piperidine-3,4,5-triol C1(CC1)C=1C=C(C=C(C1)C=1N=NC=CC1)NCC1=CC=C(C=C1)CN1C(C(C(C(C1)O)O)O)CO